C1(CC(=O)OC(CC)(CC)O1)=O diethylmethylene malonate